COS(=O)(=O)[O-] The molecule is an organosulfate oxoanion that is the conjugate base of methyl sulfate; major species at pH 7.3. It is a conjugate base of a methyl sulfate.